2-methyl-4H-benzo[H]benzopyran-4-one CC=1OC2=C(C(C1)=O)C=CC1=C2C=CC=C1